ClC=1C=C(C=C(C1)Cl)NC(=O)C1(CC(=NO1)C)C(=O)N[C@H]1C=C[C@H](C1)C(=O)OC methyl (1S,4R)-4-[[5-[(3,5-dichlorophenyl)carbamoyl]-3-methyl-4H-isoxazole-5-carbonyl]amino]cyclopent-2-ene-1-carboxylate